1-(2,2,2-trifluoroethyl)pyrazole-4-carbaldehyde FC(CN1N=CC(=C1)C=O)(F)F